monoethylamine bromide hydrochloride Cl.[Br-].C(C)N